5-(2-(5-ethyl-2-(4-methoxyphenyl)oxazol-4-yl)ethoxy)-2,3-dihydro-1H-inden C(C)C1=C(N=C(O1)C1=CC=C(C=C1)OC)CCOC=1C=C2CCCC2=CC1